C(C)(=O)NC(C(=O)[O-])CCCCCC N-acetyl-2-aminooctanoate